3-(3-methoxy-4-nitrophenyl)-1-methyl-1H-1,2,4-triazole COC=1C=C(C=CC1[N+](=O)[O-])C1=NN(C=N1)C